FC(OC=1C=C(C(=O)NC=2SC=C(C2C(=O)O)C2CC3=CC=CC=C3CC2)C=CC1)F 2-[[3-(difluoromethoxy)benzoyl]amino]-4-tetrahydronaphthalen-2-yl-thiophene-3-carboxylic acid